3,6-Dichloro-pyridine-2-carboxylic acid [5-(1-methyl-2-oxo-1,2,3,4-tetrahydro-quinolin-6-yl)-pyridin-3-ylmethyl]-amide CN1C(CCC2=CC(=CC=C12)C=1C=C(C=NC1)CNC(=O)C1=NC(=CC=C1Cl)Cl)=O